(3R,4R)-4-((5-chloro-4-(2-(piperidin-4-yl)oxazol-5-yl)pyridin-2-yl)amino)-1-(methylsulfonyl)piperidin-3-ol ClC=1C(=CC(=NC1)N[C@H]1[C@@H](CN(CC1)S(=O)(=O)C)O)C1=CN=C(O1)C1CCNCC1